(S)-4-ethyl-8-nitro-4-((triethylsilyl)oxy)-1H-pyrano[3',4':6,7]indolizino[1,2-b]quinoline-3,14(4H,12H)-dione C(C)[C@]1(C(OCC=2C(N3CC=4C(=NC=5C=C(C=CC5C4)[N+](=O)[O-])C3=CC21)=O)=O)O[Si](CC)(CC)CC